(S)-2-fluoro-8-methyl-8-(1-((2-(trimethylsilyl)ethoxy)methyl)-1H-pyrazol-4-yl)-7,8-dihydro-6H-cyclopenta[e]pyrazolo[1,5-a]pyrimidine FC1=NN2C(N=CC3=C2[C@@](CC3)(C=3C=NN(C3)COCC[Si](C)(C)C)C)=C1